(R)-5-amino-N-ethyl-N-((R)-1-(2-fluoro-4-(trifluoromethyl)phenyl)ethyl)-6-methyl-6,8-dihydro-1H-furo[3,4-d]pyrrolo[3,2-b]pyridine-2-carboxamide NC1=C2C(=C3C(=N1)C=C(N3)C(=O)N([C@H](C)C3=C(C=C(C=C3)C(F)(F)F)F)CC)CO[C@@H]2C